C(C)OC(CC1=C(C(=O)OCC)C=C(C(=C1)OC)OC)=O ethyl 2-(2-ethoxy-2-oxoethyl)-4,5-dimethoxybenzoate